C(#N)C1=CC=2N(N=C1)C(=CC2)C2=CC(=C(C=N2)C2=NN=C(S2)C21CCC(CC2)(CC1)NC(C)=O)NC1COC1 N-(4-(5-(6-(3-cyanopyrrolo[1,2-b]pyridazin-7-yl)-4-(oxetan-3-ylamino)pyridin-3-yl)-1,3,4-thiadiazol-2-yl)bicyclo[2.2.2]oct-1-yl)acetamide